C(C1=CC=CC=C1)OC=1C=C2CCC(=C(C2=CC1)C1=CC(=C(C(=C1)F)N1CCC(CC1)C(OC)OC)F)C1=CCCCC1 1-(4-(6-(benzyloxy)-2-(cyclohex-1-en-1-yl)-3,4-dihydronaphthalen-1-yl)-2,6-difluorophenyl)-4-(dimethoxymethyl)piperidine